C(#N)C1=CC(=C(C=C(C(=O)OCC(F)(F)F)C(C)=O)C=C1)OC trifluoroethyl 2-(4-cyano-2-methoxy-benzylidene)-3-oxobutanoate